ClC1=CC=C(OC=2C=C(C=NC2)C2=CC(=C(C(=O)O)C=C2)O)C=C1 4-(5-(4-chlorophenoxy)pyridin-3-yl)-2-hydroxybenzoic acid